C(C)[C@@]1(C2=C(NC=3N=CC=CC13)[C@H](C(C=C2)(C)C)F)C2=CC=CC=C2 (5S,9S)-5-ethyl-9-fluoro-8,8-dimethyl-5-phenyl-5,8,9,10-tetrahydrobenzo[b][1,8]naphthyridin